N1C(=CC2=CC=CC=C12)C=1N=NSC1 indolyl-thiadiazole